ClC1=C(C=CC=C1)N1C(N=C(C2=CC=C(C=C12)OC(F)(F)F)N[C@H]1[C@@H](C1)F)=O 1-(2-Chlorophenyl)-4-((trans-2-fluorocyclopropyl)amino)-7-(trifluoromethoxy)quinazolin-2(1H)-one